O=C1NC(CCC1N1C(C2=CC=CC(=C2C1=O)NC[C@@H]1CN(CCO1)C(=O)OC(C)(C)C)=O)=O tert-butyl (2R)-2-[[[2-(2,6-dioxo-3-piperidyl)-1,3-dioxo-isoindolin-4-yl]amino] methyl]morpholine-4-carboxylate